benzyl 2-(benzyloxy)-4-bromobenzoate C(C1=CC=CC=C1)OC1=C(C(=O)OCC2=CC=CC=C2)C=CC(=C1)Br